N-(2-Hydroxy-2-methylpropyl)-2-(1-methyl-1H-pyrazol-4-yl)-6-[4-(trifluoromethyl)phenyl]pyrimidin OC(CN1C(N=CC=C1C1=CC=C(C=C1)C(F)(F)F)C=1C=NN(C1)C)(C)C